5-[(3-chlorophenyl)methyl]-7-hexyl-5H,6H,7H,8H,9H,10H-cyclohepta[b]indole-4-carboxylic acid ClC=1C=C(C=CC1)CN1C2=C(C3=CC=CC(=C13)C(=O)O)CCCC(C2)CCCCCC